CC1=C(C=C(C=C1)NC(=O)[C@H]1NCCC1)C(N[C@H](C)C1=CC=CC2=CC=CC=C12)=O (S)-N-(4-methyl-3-(((R)-1-(naphthalen-1-yl)ethyl)carbamoyl)phenyl)pyrrolidine-2-carboxamide